((2R,3R,4R,5R)-5-(2-amino-6-(methylamino)-9H-purin-9-yl)-4-fluoro-3-hydroxy-4-methyltetrahydrofuran-2-yl)methyl (2-(octadecyloxy)ethyl) hydrogen phosphate P(=O)(OC[C@H]1O[C@H]([C@]([C@@H]1O)(C)F)N1C2=NC(=NC(=C2N=C1)NC)N)(OCCOCCCCCCCCCCCCCCCCCC)O